C(=O)C=1C(=CC(=NC1)C(=O)NC1=C(C(=CC=C1)C1=C2CC\C(\C2=CC=C1)=C/C1=CC(=C(C=C1)CO)OC)C)OC (E)-5-formyl-N-(3-(1-(4-(hydroxymethyl)-3-methoxybenzylidene)-2,3-dihydro-1H-inden-4-yl)-2-methylphenyl)-4-methoxypicolinamide